ClC1=CC=C(C=C1)NN1[C@@H](N=CN=C1N1CCOCC1)CCNC(=O)C1=NOC(=C1)C1CC1 (R)-N-(2-(1-((4-chlorophenyl)amino)-6-morpholino-1,3,5-triazin-2-yl)ethyl)-5-cyclopropylisoxazole-3-carboxamide